NCCCCCC(=O)N(CCO[C@H]1O[C@@H]([C@H]([C@@H]([C@@H]1O)O)O)CO)CCO[C@H]1O[C@@H]([C@H]([C@@H]([C@@H]1O)O)O)CO 6-Amino-N,N-bis(2-(((2S,3S,4S,5S,6R)-3,4,5-trihydroxy-6-(hydroxymethyl)tetrahydro-2H-pyran-2-yl)oxy)ethyl)hexanamide